SCS1CCSC(C1)CS 1,5-bis(mercaptomethyl)-1,4-dithiane